C1(CC1)S(=O)(=O)NC=1SC=C(N1)C(C(=O)NC1=NC=C(C=C1)C1=NC=CN=C1)(CC)CC 2-(2-(cyclopropanesulfonylamino)thiazol-4-yl)-2-ethyl-N-(5-(pyrazin-2-yl)pyridin-2-yl)butyramide